C(=C\C=C)/C1=CC=CC=C1 (E)-but-1,3-dien-1-yl-benzene